CC1=CC=C(OCC(=O)N[C@H]2CO[C@@H](CC2)C=2OC(=NN2)C2(CCC2)OC(F)(F)F)C=C1 2-(4-methylphenoxy)-N-[(3R,6S)-6-[5-[3-cis-(trifluoromethoxy)cyclobutyl]-1,3,4-oxadiazol-2-yl]tetrahydropyran-3-yl]acetamide